cis-2,6-dimethyl-4-(5-nitropyridine-2-yl)morpholine C[C@@H]1CN(C[C@@H](O1)C)C1=NC=C(C=C1)[N+](=O)[O-]